CS(=O)(=O)C1=C(C=CC=C1)C1=NN2C(=NC=3C=CC=CC3C2=N1)N[C@H]1C(NCCCC1)=O (3R)-3-({2-[2-(methanesulfonyl)phenyl][1,2,4]triazolo[1,5-c]quinazolin-5-yl}amino)azepan-2-one